OC(C)C=1C(=NC(=CC1)N1C=NC2=C1C=C(C=C2)CN2C(CCC2)=O)N2N=C(C=C2C)C#N 1-[3-(1-hydroxyethyl)-6-[6-[(2-oxopyrrolidin-1-yl)methyl]benzimidazol-1-yl]-2-pyridinyl]-5-methyl-pyrazole-3-carbonitrile